C(C)(C)(C)N(C(O)=O)CC=1C=C(C2=C(CCO2)C1C(CC#N)O)C1=CC=C(C=C1)OC(F)(F)F.OC1=C(C=C(C=C1)C(CC(C)(C)C)(C)C)N1N=C2C(=N1)C=CC=C2 2-[2-hydroxy-5-(1,1,3,3-tetramethylbutyl)phenyl]benzotriazole tert-butyl-((4-(2-cyano-1-hydroxyethyl)-7-(4-(trifluoromethoxy)phenyl)-2,3-dihydrobenzofuran-5-yl)methyl)carbamate